ClC1=CC=C(OC=2C=C(C=CC2)C=CC(=O)C2C(OC(=CC2=O)C)=O)C=C1 3-{3-[3-(4-chlorophenoxy)phenyl]prop-2-enoyl}-6-methyl-3,4-dihydro-2H-pyran-2,4-dione